(trans)-4-(3-methylpyridin-2-yloxy)cyclohexanecarbonitrile CC=1C(=NC=CC1)O[C@@H]1CC[C@H](CC1)C#N